3-(2-methyl-4-pyridyl)-N-(8-methyltetralin-1-yl)-1H-indazol-5-amine CC1=NC=CC(=C1)C1=NNC2=CC=C(C=C12)NC1CCCC2=CC=CC(=C12)C